NC1[C@H]2CN(C[C@@H]12)C(C=C)=O 1-[(1S,5R)-6-amino-3-azabicyclo[3.1.0]hexan-3-yl]prop-2-en-1-one